NC1=NC=NN2C1=C(C=C2C2CCN(CC2)C(C(C)C)=O)C2=CC=C(C=C2)C2=C(C(N(C(=C2C)C)C=2C=NC=C(C2)F)=O)C(=O)N (4-(4-amino-7-(1-isobutyrylpiperidin-4-yl)pyrrolo[2,1-f][1,2,4]triazin-5-yl)phenyl)-5'-fluoro-5,6-dimethyl-2-oxo-2H-[1,3'-bipyridine]-3-carboxamide